(2S)-2-amino-2-cyclopentaneN NC=1CCCC1